Disodium laurylsulfinate C(CCCCCCCCCCC)S(=O)[O-].[Na+].[Na+].C(CCCCCCCCCCC)S(=O)[O-]